octahydro-3aH-cyclohepta[b]furan O1C2C(CC1)CCCCC2